C(CCCCCC=C)OCCCCCCC=C di(7-octenyl) ether